ClC=1C=C(C=CC1OC(F)(F)F)N1C(=NC2=C1C=C(C=C2)C2=C(C=C(C=C2)OC)OC)C#C 1-[3-chloro-4-(trifluoromethoxy)phenyl]-6-(2,4-dimethoxyphenyl)-2-ethynyl-1H-1,3-benzodiazole